N-fluorobis(benzenesulfonyl)amine FN(S(=O)(=O)C1=CC=CC=C1)S(=O)(=O)C1=CC=CC=C1